1-(4-{[2-(2H-indazol-6-yl)-1-(2,2,2-trifluoroethyl)-1H-indol-4-yl]amino}piperidin-1-yl)-3-methoxypropan-2-ol N=1NC=C2C=CC(=CC12)C=1N(C2=CC=CC(=C2C1)NC1CCN(CC1)CC(COC)O)CC(F)(F)F